(2-(3-ethyl-4-methyl-2-oxo-2H-chromen-7-yloxy)ethoxy)-3-(benzenesulfonyl)-1,2,5-oxadiazol-2-oxide C(C)C=1C(OC2=CC(=CC=C2C1C)OCCOC=1C(=[N+](ON1)[O-])S(=O)(=O)C1=CC=CC=C1)=O